COC1=CC=C(C=C1)C1(CCCC1)O 1-(4-methoxyphenyl)cyclopentan-1-ol